COC(NC1=CC=C2C=3C=CC(=C(C(CCCCCC(NC2=C1)=O)NC(\C=C\C1=C(C=CC(=C1)Cl)N1N=NN=C1)=O)C3)F)=O {15-[(E)-3-(5-Chloro-2-tetrazol-1-yl-phenyl)-acryloylamino]-17-fluoro-9-oxo-8-aza-tricyclo[14.3.1.02,7]icosa-1(20),2,4,6,16,18-hexaen-5-yl}-carbamic Acid methyl ester